FC1=CC=C(C=C1)C1=NOC(=C1COC1=CC2=C(C=N1)C(N(C2)C)=O)C 6-((3-(4-fluorophenyl)-5-methylisoxazol-4-yl)methoxy)-2-methyl-1,2-dihydro-3H-pyrrolo[3,4-c]pyridin-3-one